allyl (trifluoroethyl) carbonate C(OCC=C)(OCC(F)(F)F)=O